3a-Benzyl-2,4-dimethyl-3-oxo-4H,6H,7H-pyrazolo[4,3-c]pyridine-5-carboxylic acid tert-butyl ester C(C)(C)(C)OC(=O)N1C(C2(C(CC1)=NN(C2=O)C)CC2=CC=CC=C2)C